C(C1=CC=C(C=C1)N1C(C=CC1=O)=O)C1=CC=C(C=C1)N1C(C=CC1=O)=O (methylenebis(4,1-phenylene))bis(1H-pyrrole-2,5-dione)